1-(1-(pyridin-3-yl)ethyl)benzene-1,2-diamine N1=CC(=CC=C1)C(C)C1(C(C=CC=C1)N)N